{3-methyl-5-[(3S)-3-methylpiperazin-1-yl]-2-oxo-1,3-benzodiazol-1-yl}piperidine-2,6-dione CN1C(N(C2=C1C=C(C=C2)N2C[C@@H](NCC2)C)N2C(CCCC2=O)=O)=O